chloro-2'-[(2R)-3-hydroxy-2-methylpropyl]-6'-methoxy-2',3'-dihydrospiro[cyclohexane-1,1'-isoindol]-4-one ClC1N(C2(C3=CC(=CC=C13)OC)CCC(CC2)=O)C[C@H](CO)C